C(C1=CC=CC=C1)N1N=C(C(=C1)F)C(=O)N[C@H]1C=2N(C3=C(OC1)C=CC=N3)C=CN2 (S)-1-benzyl-N-(6,7-dihydroimidazo[1,2-d]pyrido[3,2-b][1,4]oxazepin-7-yl)-4-fluoro-1H-pyrazole-3-carboxamide